C1=C(C=CC2=CC=CC=C12)C(=O)N1CCN(CC1)C(=O)NC1=CC(=CC(=C1)OC1=CC=C(C=C1)C(NC)=O)OC1=CC=C(C=C1)F 4-(2-Naphthoyl)-N-(3-(4-fluorophenoxy)-5-(4-(methylcarbamoyl)phenoxy)phenyl)piperazine-1-carboxamide